1-methyl-1-(2-(pyrazolo[5,1-b]thiazole-7-carbonyl)-2-azaspiro[3.3]heptan-6-yl)-3-(3-(trifluoromethyl)phenyl)urea CN(C(=O)NC1=CC(=CC=C1)C(F)(F)F)C1CC2(CN(C2)C(=O)C=2C=NN3C2SC=C3)C1